1-((3,3-difluoro-1-methylcyclobutyl)methyl)-3-(1-(difluoromethyl)cyclopropyl)-4-(trifluoromethyl)-1H-pyrazole-5-carboxylic acid FC1(CC(C1)(C)CN1N=C(C(=C1C(=O)O)C(F)(F)F)C1(CC1)C(F)F)F